P(=O)(O)(O)OC[C@@H]1[C@H](C[C@@H](O1)N1C(=O)N=C(N)C=C1)O 2'-deoxy-cytidine-5'-monophosphate